OCC1OC(CC1)CO 2,5-bishydroxymethyl-tetrahydrofuran